(3R)-3-{[2-(1-cyclopropyl-1H-pyrazol-4-yl)-7-(trifluoromethyl)[1,2,4]triazolo[1,5-c]quinazolin-5-yl]amino}azepan-2-one C1(CC1)N1N=CC(=C1)C1=NN2C(=NC=3C(=CC=CC3C2=N1)C(F)(F)F)N[C@H]1C(NCCCC1)=O